(1R,2R,4S)-4''-fluoro-5-methyl-2-(prop-1-en-2-yl)-1,2,3,4-tetrahydro-[1,1':4',1''-terphenyl]-2',4,6'-triol FC1=CC=C(C=C1)C=1C=C(C(=C(C1)O)[C@H]1[C@@H](C[C@@H](C(=C1)C)O)C(=C)C)O